COCCN(C=1N=C(C2=C(N1)C(=NC(=N2)N(CCOCCN2CCOCC2)CCOC)N2CCC(CC2)OC)N2CCC(CC2)OC)CCOC N2,N2,N6-tris(2-methoxyethyl)-4,8-bis(4-methoxypiperidin-1-yl)-N6-(2-(2-morpholinoethoxy)ethyl)pyrimido[5,4-d]pyrimidine-2,6-diamine